FC=1C=C(NC2=CC=C(C(=N2)C(=O)NCC2=CC=C(C=C2)OC2=CC=CC=C2)OC)C=C(C1)F 6-(3,5-difluoroanilino)-3-methoxy-N-[(4-phenoxyphenyl)methyl]pyridine-2-carboxamide